(7-iodo-4-methoxy-6-(methoxymethyl)benzo[d]isoxazol-3-yl)-2,6-dimethoxybenzenesulfonamide IC1=C(C=C(C=2C(=NOC21)C=2C(=C(C(=CC2)OC)S(=O)(=O)N)OC)OC)COC